C(C)(C)(C)OC(=O)N1[C@@H]2[C@H](NC[C@H]1CC2)[C@H](C)OC2=C1C(=NC=NC1=C(C(=C2Cl)Br)F)O (1S,2S,5R)-2-((S)-1-((7-bromo-6-chloro-8-fluoro-4-hydroxyquinazolin-5-yl)oxy)ethyl)-3,8-diazabicyclo[3.2.1]octane-8-carboxylic acid tert-butyl ester